S=O.[Na] sodium thiooxide